1-[2-(difluoromethoxy)phenyl]-6-oxo-pyridazine-3-carboxamide FC(OC1=C(C=CC=C1)N1N=C(C=CC1=O)C(=O)N)F